ammonium pentacosanate C(CCCCCCCCCCCCCCCCCCCCCCCC)(=O)[O-].[NH4+]